BrC1=CC(=C(C=C1)N=NC=1C=C2C=CCOC2=C(C1)OC)OC 6-((4-bromo-2-methoxyphenyl)diazenyl)-8-methoxy-2H-chromene